7-bromo-5-iodo-3-methyl-2,3-dihydrofuro[2,3-c]pyridine-3-carboxamide BrC=1N=C(C=C2C1OCC2(C(=O)N)C)I